(4,4-difluorocyclohexyl)-1-(N-(3-fluorophenyl)-2-((2-fluoropyridin-3-yl)amino)acetamido)-2,3-dihydro-1H-indene-1-carboxamide FC1(CCC(CC1)C1C(C2=CC=CC=C2C1)(C(=O)N)N(C(CNC=1C(=NC=CC1)F)=O)C1=CC(=CC=C1)F)F